CCCCC/C=C\C/C=C\CCCCCCCC(=O)OC[C@H](COP(=O)(O)OC[C@H](CO)O)OC(=O)CCCC/C=C\C/C=C\C/C=C\C/C=C\CC 1-(9Z,12Z-octadecadienoyl)-2-(6Z,9Z,12Z,15Z-octadecatetraenoyl)-glycero-3-phospho-(1'-sn-glycerol)